1-(tert-butyl) 2-ethyl 3-(((tert-butyldimethylsilyl)oxy)methyl)pyrrolidine-1,2-dicarboxylate [Si](C)(C)(C(C)(C)C)OCC1C(N(CC1)C(=O)OC(C)(C)C)C(=O)OCC